ClC1=C(C=CC2=C1N(C(=N2)OC2=CC=CC=C2)COCC[Si](C)(C)C)SC=2N=CC(=NC2)N2CCC1([C@@H]([C@@H](OC1)C)NC(OC(C)(C)C)=O)CC2 tert-butyl ((3S,4S)-8-(5-((7-chloro-2-phenoxy-1-((2-(trimethylsilyl)ethoxy)methyl)-1H-benzo[d]imidazol-6-yl)thio)pyrazin-2-yl)-3-methyl-2-oxa-8-azaspiro[4.5]decan-4-yl)carbamate